3-[(2-Amino-4-chloro-benzyl)amino]-cyclohexanthiol NC1=C(CNC2CC(CCC2)S)C=CC(=C1)Cl